C(C)(C)OC(=O)[C@@H]1C[C@@H](CCC1)O (1s,3r)-3-hydroxy-cyclohexanecarboxylic acid isopropyl ester